1-(3-Methoxypyridin-2-yl)-2-(methylamino)ethan-1-one COC=1C(=NC=CC1)C(CNC)=O